FC1C(CNCC1)NC(OC(C)(C)C)=O tert-butyl N-(4-fluoropiperidin-3-yl)carbamate